Heptadecanal C(CCCCCCCCCCCCCCCC)=O